NCC1=NNC(C2=C(C=C(C=C12)C=1C=NN(C1C1=C(C#N)C(=CC(=C1F)C)OC1CC1)C)C)=O (P)-2-(4-(4-(aminomethyl)-8-methyl-1-oxo-1,2-dihydrophthalazin-6-yl)-1-methyl-1H-pyrazol-5-yl)-6-cyclopropoxy-3-fluoro-4-methylbenzonitrile